5-((benzyloxy)methyl)-1,4-dioxan-2-carbaldehyde C(C1=CC=CC=C1)OCC1OCC(OC1)C=O